1-(5-hydroxypyrazin-2-yl)ethanone OC=1N=CC(=NC1)C(C)=O